((1S,6R,7R)-7-(2-fluorophenyl)-3-(3-(8-fluoroquinolin-6-yl)-1H-pyrazolo[3,4-b]pyrazin-6-yl)-3-azabicyclo[4.1.0]heptan-7-yl)methanamine FC1=C(C=CC=C1)[C@]1([C@@H]2CCN(C[C@H]12)C1=CN=C2C(=N1)NN=C2C=2C=C1C=CC=NC1=C(C2)F)CN